N-(3-{6-oxo-4-[4-(trifluoromethyl)thiazol-2-yl]-1,6-dihydropyrimidin-2-yl}-4-(trifluoromethyl)benzyl)isobutyramide O=C1C=C(N=C(N1)C=1C=C(CNC(C(C)C)=O)C=CC1C(F)(F)F)C=1SC=C(N1)C(F)(F)F